4-Oxothiochroman-7-yl triflate O(S(=O)(=O)C(F)(F)F)C1=CC=C2C(CCSC2=C1)=O